amino-2'-fluoro-4'-(4-methylpiperazin-1-yl)-[1,1'-biphenyl]-4-carboxylic acid methyl ester COC(=O)C1=CC(=C(C=C1)C1=C(C=C(C=C1)N1CCN(CC1)C)F)N